N-(n-hexyl)-2-pyrrolidone C(CCCCC)N1C(CCC1)=O